[6-[(5-chloro-3-fluoro-2-pyridyl)methyl]-2-azaspiro[3.3]heptan-2-yl]-[6-[3-(1-hydroxycyclopropyl)-1,2,4-triazol-1-yl]-2-azaspiro[3.3]heptan-2-yl]methanone ClC=1C=C(C(=NC1)CC1CC2(CN(C2)C(=O)N2CC3(C2)CC(C3)N3N=C(N=C3)C3(CC3)O)C1)F